7-fluoro-3,3-bis(6-(((R)-2-hydroxypent-4-en-1-yl)oxy)benzo[d][1,3]dioxol-5-yl)indolin-2-one FC=1C=CC=C2C(C(NC12)=O)(C1=CC2=C(OCO2)C=C1OC[C@@H](CC=C)O)C1=CC2=C(OCO2)C=C1OC[C@@H](CC=C)O